C(C)(C)(C)OC(=O)N1C[C@@H](CC1)C=1C=C(C=2N(C1)C(=NC2)C)C2=C(C(=O)O)C=C(C=C2)F 2-{6-[(3S)-1-[(tert-butoxy)carbonyl]pyrrolidin-3-yl]-3-methylimidazo[1,5-a]pyridin-8-yl}-5-fluorobenzoic acid